methyl-3-(2-chloro-4-pyrimidinyl)-5-chloroindole CC=1NC2=CC=C(C=C2C1C1=NC(=NC=C1)Cl)Cl